BrC=1C=CC(=C2CN(C(NC12)=O)C1CCC(CC1)C(=O)NC1=CC(=C(C=C1)C)OC)C (1s,4s)-4-(8-Bromo-5-methyl-2-oxo-1,2-dihydroquinazolin-3(4H)-yl)-N-(3-methoxy-4-methylphenyl)cyclohexanecarboxamide